Anthracene-one C1(CC=CC2=CC3=CC=CC=C3C=C12)=O